1,2-Diphenyl-1,2-bis(4-bromophenyl)ethylene C1(=CC=CC=C1)C(=C(C1=CC=C(C=C1)Br)C1=CC=CC=C1)C1=CC=C(C=C1)Br